ClC1=CC(=C(COC2=CC=CC(=N2)C2CCN(CC2)CC=2N(C(=CN2)C2=CC(NO2)=O)C)C=C1)F 5-(2-((4-(6-((4-chloro-2-fluorobenzyl)oxy)pyridin-2-yl)piperidin-1-yl)methyl)-1-methyl-1H-imidazol-5-yl)isoxazol-3(2H)-one